ClC1=C(C=CC=C1)C1=NN2C(N=C(C=C2N2CCC(CC2)(C(=O)N)C)N2[C@H](CC2)C(NC)=O)=C1C1=CC=C(C=C1)Cl 1-[2-(2-chlorophenyl)-3-(4-chlorophenyl)-5-[(2R)-2-(methylcarbamoyl)azetidin-1-yl]pyrazolo[1,5-a]pyrimidin-7-yl]-4-methyl-piperidine-4-carboxamide